(1S,3aR,6aS)-2-(5-(difluoromethyl)isoxazole-3-carbonyl)-N-((S)-3-oxo-1-((S)-2-oxopyrrolidin-3-yl)-4-(trifluoromethoxy)butan-2-yl)octahydrocyclopenta[c]pyrrole-1-carboxamide FC(C1=CC(=NO1)C(=O)N1[C@@H]([C@@H]2[C@H](C1)CCC2)C(=O)N[C@@H](C[C@H]2C(NCC2)=O)C(COC(F)(F)F)=O)F